N[C@]1(C(N(C2=CC(=CC=C12)C1=C(C=CC=C1)C(F)(F)F)C(C1=CC=CC=C1)(C1=CC=CC=C1)C1=CC=CC=C1)=O)C1=CC=C(C=C1)OC (R)-3-amino-3-(4-methoxyphenyl)-6-(trifluoromethylphenyl)-1-triphenylmethylindol-2-one